(R)-N-((R)-8-(5-((1H-indazol-4-yl)thio)-1-methyl-6-carbonyl-1,6-dihydropyrimidin-2-yl)-8-azaspiro[4.5]decan-1-yl)-2-methylpropan-2-sulfinamide N1N=CC2=C(C=CC=C12)SC1=CN=C(N(C1=C=O)C)N1CCC2(CCC[C@H]2N[S@](=O)C(C)(C)C)CC1